(±)-tert-butyl 1-((methyl(2-(methylsulfinylmethyl)-4-nitrophenyl)amino) methyl)cyclopropylcarbamate CN(C1=C(C=C(C=C1)[N+](=O)[O-])C[S@](=O)C)CC1(CC1)NC(OC(C)(C)C)=O |r|